N-(3-carbamoylbenzyl)-2-(isoquinolin-6-yl)-1-methyl-1H-benzo[d]imidazole-6-carboxamide C(N)(=O)C=1C=C(CNC(=O)C=2C=CC3=C(N(C(=N3)C=3C=C4C=CN=CC4=CC3)C)C2)C=CC1